FC(C(=O)O)(F)F.FC(C(=O)O)(F)F.CN(C1=NC(=CC(=N1)C)N1CCNCC1)C N,N,4-Trimethyl-6-(piperazin-1-yl)pyrimidin-2-amine ditrifluoroacetate